(S)-[3,4-Difluoro-2-(2-fluoro-4-iodophenylamino)phenyl][3-hydroxy-3-(piperidin-2-yl)azetidin-1-yl]methanone FC=1C(=C(C=CC1F)C(=O)N1CC(C1)([C@H]1NCCCC1)O)NC1=C(C=C(C=C1)I)F